3-Bromo-8-(5-cyclopropyl-tetrazol-1-yl)-imidazo[1,2-a]pyridine-6-carboxylic acid (6-methyl-pyridin-3-ylmethyl)-amide CC1=CC=C(C=N1)CNC(=O)C=1C=C(C=2N(C1)C(=CN2)Br)N2N=NN=C2C2CC2